2-[ETHYL(([(2-METHYL-4-OXOPENTAN-3-YL)CARBAMOYL]METHYL))AMINO]ACETIC ACID C(C)N(CC(=O)O)CC(NC(C(C)C)C(C)=O)=O